2-({5-chloro-1H-imidazo[4,5-b]pyridin-2-yl}methyl)-8-(2-chloro-4-methoxyphenyl)-2H,3H-imidazo[1,5-a]pyridine-3-thione ClC1=CC=C2C(=N1)N=C(N2)CN2C(N1C(C(=CC=C1)C1=C(C=C(C=C1)OC)Cl)=C2)=S